COC1=C(C(=CC=C1)OC)C=1C(=C(C(=NC1CNCC)O)C(=O)N1CC(CC1)C1=C(C=CC=C1)F)O 5-(2,6-dimethoxyphenyl)-6-[(ethylamino)methyl]-3-[3-(2-fluorophenyl)pyrrolidine-1-carbonyl]pyridine-2,4-diol